CC1=C(C(=CC=C1)C)NC(C(=O)O)=O 2-((2,6-dimethylphenyl)amino)-2-oxoacetic acid